C(C)(C)(C)O[8C](C)=O.C(#N)C(C(C1=C(SC(=C1C)C)C)C#N)C1=C(SC(=C1C)C)C 1,2-dicyano-1,2-bis(2,4,5-trimethyl-3-thienyl)ethane tert-butyl-(1-8C)acetate